CN(C1=NC=C(C=O)C(=C1)C=1C=NC(=NC1)C(F)(F)F)C 6-(dimethylamino)-4-(2-(trifluoromethyl)pyrimidin-5-yl)nicotinaldehyde